C(C)NC(CN1CCC(CC1)C=O)=O N-ETHYL-2-(4-FORMYLPIPERIDIN-1-YL)ACETAMIDE